5-methoxymethyloxyiminopiperidine COCON=C1CCCNC1